(cyclopropylmethyl)-6-methyl-2-phenyl-7H-pyrrolo[2,3-d]Pyrimidin-4-amine C1(CC1)CC1=C(NC=2N=C(N=C(C21)N)C2=CC=CC=C2)C